5-[3-[(2,6-dimethylphenyl)methoxy]-5-methylsulfonylphenyl]-1,3-dimethylpyridin-2-one CC1=C(C(=CC=C1)C)COC=1C=C(C=C(C1)S(=O)(=O)C)C=1C=C(C(N(C1)C)=O)C